CN1N=C(C=C1)C1=C(C=NC(=C1)N1CC(C(C1)(F)F)(F)F)C1CN(CC1)C(C=C)=O 1-(3-(4-(1-methyl-1H-pyrazol-3-yl)-6-(3,3,4,4-tetrafluoropyrrolidin-1-yl)pyridin-3-yl)pyrrolidin-1-yl)prop-2-en-1-one